21-hydroxyheneicosyl eicos-11-enoate C(CCCCCCCCCC=CCCCCCCCC)(=O)OCCCCCCCCCCCCCCCCCCCCCO